NC1CC(OC2=C3CN(C(C3=CC=C21)=O)C2C(NC(CC2)=O)=O)(C)C 3-(4-amino-2,2-dimethyl-7-oxo-3,4,7,9-tetrahydropyrano[2,3-e]isoindol-8(2H)-yl)piperidine-2,6-dione